N[C@@H](C(=O)N1CCC(CC1)(C(=O)OCC1=CC=CC=C1)NC(=O)OCC1=CC=CC=C1)CCCCNC(=O)OC(C)(C)C (R)-Benzyl 1-(2-amino-6-((tert-butoxycarbonyl)amino)hexanoyl)-4-(((benzyloxy) carbonyl)amino)piperidine-4-carboxylate